FC(C1=C(C=CC(=C1)C(F)(F)F)C1=CC2=C(C=3C(=NC(=C(C3)Cl)C)S2)C=C1)(F)F 7-(2,4-bis(trifluoromethyl)phenyl)-3-chloro-2-methylbenzo[4,5]thieno[2,3-b]pyridin